[3-(3-dodecylthio)-2-dodecyl]propane CCC(CCCCCCCCC)SC(C(C)CCC)CCCCCCCCC